(4-isopropoxy-2-methylphenyl)magnesium bromide C(C)(C)OC1=CC(=C(C=C1)[Mg]Br)C